F[B-](F)(F)F.N1C=[NH+]C2=C1C=CC=C2 1H-benzo[d]imidazol-3-ium tetrafluoroborate